2-Chloro-5-{[(2,2-dimethylpropionyl)amino]methyl}-N-[1-(3-methoxybenzyl)-1H-indazol-4-yl]benzamide ClC1=C(C(=O)NC2=C3C=NN(C3=CC=C2)CC2=CC(=CC=C2)OC)C=C(C=C1)CNC(C(C)(C)C)=O